C(C)(=O)O[C@H]1[C@@H](SC[C@H]1OC(C)=O)N1C2=NC(=NC=C2N=C1C=1SC=CN1)C#CCCCC (2R,3R,4S)-2-(2-(hex-1-yn-1-yl)-8-(thiazol-2-yl)-9H-purin-9-yl)tetrahydrothiophene-3,4-diyl diacetate